2-ethyl-7-methyl-2,3-dihydrobenzo[f][1,4]oxazepin-4(5H)-carboxylic acid benzyl ester C(C1=CC=CC=C1)OC(=O)N1CC(OC2=C(C1)C=C(C=C2)C)CC